N-(1-(tert-butyl)-3-methyl-1H-pyrazol-5-yl)-2-((3-(2,6-dioxopiperidin-3-yl)-1-methyl-1H-indazol-7-yl)oxy)acetamide C(C)(C)(C)N1N=C(C=C1NC(COC=1C=CC=C2C(=NN(C12)C)C1C(NC(CC1)=O)=O)=O)C